methyl 2-((1r,2r)-1-cyano-2-fluorocyclopropyl)-3-fluoro-4-(trifluoromethyl)benzoate C(#N)[C@]1([C@@H](C1)F)C1=C(C(=O)OC)C=CC(=C1F)C(F)(F)F